ClC=1C=C2C(=C3C1NC(NC31CCCCC1)=O)OC(=N2)CN2[C@@H]1CO[C@H](C2)C1 5-chloro-2-[(1S,4S)-2-oxa-5-azabicyclo[2.2.1]heptan-5-ylmethyl]-7,8-dihydro-6H-spiro[[1,3]oxazolo[5,4-f]quinazoline-9,1'-cyclohexane]-7-one